O=C1NC(CCC1N1C(C2=CC=C(C=C2C1)CNC(=O)C=1OC2=C(C1)C=C(C=C2)OC)=O)=O N-((2-(2,6-Dioxopiperidin-3-yl)-1-oxoisoindolin-5-yl)methyl)-5-methoxybenzofuran-2-carboxamide